CC=1SC(=C(N1)C)C1=NC(=NC=C1)NC1=NC=C(C=C1)N1CCNCC1 4-(2,4-dimethylthiazol-5-yl)-N-(5-(piperazin-1-yl)pyridin-2-yl)pyrimidin-2-amine